C1(CCCC1)C#CC1=C(C=C(C=N1)OC1=C(N=NN1)C(=O)O)S(=O)(=O)C 5-((6-(cyclopentylethynyl)-5-(methylsulfonyl)pyridin-3-yl)oxy)-1H-1,2,3-triazole-4-carboxylic acid